FC(C=1C(=C(C=CC1)[C@@H](C)NC=1C2=C(N=C(N1)C)C=NC(=C2)NC[C@@H]2OCCC2)F)F N4-{(1R)-1-[3-(difluoromethyl)-2-fluorophenyl]ethyl}-2-methyl-N6-{[(2R)-oxolan-2-yl]methyl}pyrido[3,4-d]pyrimidine-4,6-diamine